C(C)C(COC(CCC(CCCCCCCC(=O)OCC(CCCC)CC)C)=O)CCCC gamma-methyldodecanedioic acid bis(2-ethylhexyl) ester